C(C)OC(=O)C=1[C@]2(C3=C(N(C1N)C1=CC=CC=C1)C(N(C3=O)CC(C)C)=O)C(NC3=CC(=CC=C32)Cl)=O (S)-Ethyl-2'-amino-6'-isobutyl-6-chloro-2,5',7'-trioxo-1'-phenyl-1',5',6',7'-tetrahydrospiro[indoline-3,4'-pyrrolo[3,4-b]-pyridine]-3'-carboxylate